(10Ar)-1-methoxy-6,6,9-trimethyl-3-pentyl-6a,7,8,10a-tetrahydrobenzo[c]chromene COC1=C2[C@H]3C(C(OC2=CC(=C1)CCCCC)(C)C)CCC(=C3)C